C1(CCCCCO1)=O epsilon-Caprolactone